FC1=CC(=C(C=C1)C1=C(C=CC=C1)NC(C1=NC=CC=C1)=O)[Se]C1=CC=CC=C1 N-(4'-fluoro-2'-(phenylselanyl)-[1,1'-biphenyl]-2-yl)picolinamide